C(C)(C)(C)OC(=O)NC1=C2N=CN(C2=NC=N1)CC1=C(OCCC[C@H]2N(S(OC2)=O)C(=O)OC(C)(C)C)C=CC(=C1Cl)Cl tert-Butyl (4R)-4-(3-(2-((6-((tert-butoxycarbonyl)amino)-9H-purin-9-yl)methyl)-3,4-dichlorophenoxy)propyl)-1,2,3-oxathiazolidine-3-carboxylate 2-oxide